1,1-bis(2-hydroxyethoxy-6-phenylnaphthyl)methylsulfone OCCOC1=C(C2=CC=C(C=C2C=C1)C1=CC=CC=C1)C(C1=C(C=CC2=CC(=CC=C12)C1=CC=CC=C1)OCCO)S(=O)(=O)C(C1=C(C=CC2=CC(=CC=C12)C1=CC=CC=C1)OCCO)C1=C(C=CC2=CC(=CC=C12)C1=CC=CC=C1)OCCO